1-((3R,5S,8R,9S,10S,13S,14S,17S)-10,13-dimethylhexadecahydrospiro[cyclopenta[a]phenanthrene-3,2'-oxiran]-17-yl)ethan-1-one C[C@]12[C@H]3CC[C@@]4([C@H](CC[C@H]4[C@@H]3CC[C@H]2C[C@]2(OC2)CC1)C(C)=O)C